ClC1=C(C=C(C=C1)F)CC=1C(=CC=C2C[C@H](C(N(C12)C)=O)NC(=O)N)F ((3R)-8-((2-chloro-5-fluorophenyl)methyl)-7-fluoro-1-methyl-2-oxo-1,2,3,4-tetrahydroquinolin-3-yl)urea